4-(4-(2-cyanoacetamido)piperidin-1-yl)-1H-pyrrolo[2,3-b]pyridin C(#N)CC(=O)NC1CCN(CC1)C1=C2C(=NC=C1)NC=C2